2-((8-fluoro-10,11-dihydrobenzo[6,7]oxepino[3,2-b]pyridin-10-yl)methyl)isoindoline-1,3-dione FC=1C=CC2=C(C(CC3=NC=CC=C3O2)CN2C(C3=CC=CC=C3C2=O)=O)C1